IC(C(C(C(C(C(C(C(I)(F)F)(F)F)(F)F)(F)F)(F)F)(F)F)(F)F)(F)F 1,8-Diiodoperfluorooctane